3'-bromobiphenyl-4-formaldehyde BrC=1C=C(C=CC1)C1=CC=C(C=C1)C=O